ethyl-1,10-phenanthroline C(C)C1=NC2=C3N=CC=CC3=CC=C2C=C1